N=1N(N=CC1)C1=C(C=C(C=N1)NC(=O)C1CC(C2=C1C=NC=1N2N=C(C1)Cl)(C)C)C(F)(F)F N-(6-(2H-1,2,3-triazol-2-yl)-5-(trifluoromethyl)pyridin-3-yl)-2-chloro-8,8-dimethyl-7,8-dihydro-6H-cyclopenta[e]pyrazolo[1,5-a]pyrimidine-6-carboxamide